O=C1NC(=C(C=C1C(=O)N)C=1C=C(C=CC1)C)C(F)(F)F 2-oxo-5-(m-tolyl)-6-(trifluoromethyl)-1,2-dihydropyridine-3-carboxamide